N,N-dimethylaminoacrylat CN(C)C(C(=O)[O-])=C